C(C)(C)(C)C=1C=C(C=C(C1)C(=O)O)C(=O)O 5-t-butyl-1,3-benzenedicarboxylic acid